FC(C1=C(C(C2=CC=C(C=C2)SC)OC2CN(C2)C(=O)NC(C)CC)C=CC=C1)(F)F 3-[2-(trifluoromethyl)-4'-(methylthio)benzhydryloxy]-N-(sec-butyl)azetidine-1-carboxamide